FC1=C2CCOC(C2=C(C=C1)C(C(=O)O)N1CC(C1)OCCCCCC1=NC=2NCCCC2C=C1)(C)C 2-(5-fluoro-1,1-dimethylisochroman-8-yl)-2-(3-(5-(5,6,7,8-tetrahydro-1,8-naphthyridin-2-yl)pentyloxy)azetidin-1-yl)acetic acid